C(#C)C1=CC=C(C(=O)N[C@H](C(=O)OC)CO)C=C1 methyl (2S)-2-[(4-ethynylbenzoyl)amino]-3-hydroxy-propanoate